C1(CC1)N1N=CC(=C1)C=1C(=CC(=C(C1)NC(=O)C=1C=NN2C1C=CC(=C2)F)C)F N-[5-(1-Cyclopropylpyrazol-4-yl)-4-fluoro-2-methylphenyl]-6-fluoropyrazolo[1,5-a]pyridine-3-carboxamide